CC1(OB(OC1(C)C)C=1C=CC2=C(N(C=N2)C=2C=C(N)C=CC2)C1)C 3-(6-(4,4,5,5-tetramethyl-1,3,2-dioxaborolan-2-yl)-1H-benzo[d]imidazol-1-yl)aniline